3-(5-methyl-1-oxo-6-(trifluoromethoxy)isoindolin-2-yl)piperidine-2,6-dione CC=1C=C2CN(C(C2=CC1OC(F)(F)F)=O)C1C(NC(CC1)=O)=O